C1(=CC=CC=C1)C(C(=O)N[C@@H](CC1=CC=C(C=C1)NS(=O)(=O)O)C=1SC=C(N1)CC)CC1=CC=CC=C1 (S)-4-(2-(2,3-Diphenylpropionylamino)-2-(4-ethylthiazol-2-yl)ethyl)-phenylaminosulfonic acid